ClC=1C(=NC(=NC1)NC1=C(C=C(C=C1)N1CCN(CC1)C(=O)OC(C)(C)C)OC)NC1=C(C=CC=C1)N(S(=O)(=O)C)C tertiary butyl 4-(4-((5-chloro-4-((2-(N-methylmethylsulfonamido)phenyl)amino)pyrimidin-2-yl)amino)-3-methoxyphenyl)piperazin-1-carboxylate